1,2,3,4-tetrahydroquinolin-8-yl-methanol N1CCCC2=CC=CC(=C12)CO